(3ar,5r,6as)-2-(6-amino-5-(2-chloro-3-methylphenyl)pyrazin-2-yl)-5-methyl-octahydrocyclopenta[c]pyrrol-5-amine hydrochloride Cl.NC1=C(N=CC(=N1)N1C[C@@H]2[C@H](C1)CC(C2)(N)C)C2=C(C(=CC=C2)C)Cl